5-(cyclopropylmethoxy)-3-fluoro-N,N-bis[(4-methoxyphenyl)methyl]pyridin-2-amine C1(CC1)COC=1C=C(C(=NC1)N(CC1=CC=C(C=C1)OC)CC1=CC=C(C=C1)OC)F